5-{1-[4-amino-3-(difluoromethyl)-1H-pyrazolo[3,4-d]pyrimidin-1-yl]ethyl}-3-[1-(2-hydroxyethyl)azetidin-3-yl]-4-methoxy-2-methylbenzonitrile NC1=C2C(=NC=N1)N(N=C2C(F)F)C(C)C=2C(=C(C(=C(C#N)C2)C)C2CN(C2)CCO)OC